3-((4-(5-chloro-3-methyl-2-(piperidin-4-ylmethoxy)phenyl)pyrrolo[2,1-f][1,2,4]triazin-6-yl)methyl)-6,6-dimethyl-3-azabicyclo[3.1.0]hexane-2,4-dione ClC=1C=C(C(=C(C1)C1=NC=NN2C1=CC(=C2)CN2C(C1C(C1C2=O)(C)C)=O)OCC2CCNCC2)C